bis-3-thienylcyclopentene S1C=C(C=C1)C1=C(CCC1)C1=CSC=C1